NCC[C@@H](C)NC(=O)C=1C=NC2=C(C=CC=C2C1)C1=CCC(CC1)C(F)(F)F N-((R)-4-aminobutan-2-yl)-8-(4-(trifluoromethyl)cyclohex-1-en-1-yl)quinoline-3-carboxamide